N-(2-chlorophenyl)-4-((5-fluoro-2-((4-(2-oxo-2-(piperazin-1-yl)ethyl)phenyl)amino)pyrimidin-4-yl)amino)benzamide ClC1=C(C=CC=C1)NC(C1=CC=C(C=C1)NC1=NC(=NC=C1F)NC1=CC=C(C=C1)CC(N1CCNCC1)=O)=O